FC1=C(C=CC=C1)C1=C(C(=CN1S(=O)(=O)C=1C=NC(=CC1)OC)CNC)OC (5-(2-fluorophenyl)-4-methoxy-1-((6-methoxypyridin-3-yl)sulfonyl)-1H-pyrrol-3-yl)-N-methyl-methaneamine